3-fluoro-4-oxopiperidine-1-carboxylic acid benzyl ester C(C1=CC=CC=C1)OC(=O)N1CC(C(CC1)=O)F